O(C1=CC=CC=C1)C1=CC=C(C=C1)C(CS(=O)(=O)C1=CC=C(C)C=C1)=O 1-(4-phenoxyphenyl)-2-p-toluenesulfonyl-ethanone